4-(N-isobutylnaphthalene-2-sulfonamido)benzoic acid C(C(C)C)N(S(=O)(=O)C1=CC2=CC=CC=C2C=C1)C1=CC=C(C(=O)O)C=C1